O1CCOC2=NC=CC=C21 2,3-dihydro-[1,4]dioxino[2,3-b]pyridin